C(CCCCC)C1C=CCCC1 4-hexyl-2-cyclohexen